C(C(=C)C)(=O)OCCOP(=O)(O)O.P(=O)(O)(O)OCCOC(C(=C)C)=O 2-methacryloyloxyethyl dihydrogenphosphate (2-methacryloyloxyethyl dihydrogenphosphate)